4-(N-(tert-butyl)sulfamoyl)-N-(1-cyclopentyl-3,3-dimethyl-2-oxoindolin-6-yl)-2-(6-azaspiro[2.5]octan-6-yl)benzamide C(C)(C)(C)NS(=O)(=O)C1=CC(=C(C(=O)NC2=CC=C3C(C(N(C3=C2)C2CCCC2)=O)(C)C)C=C1)N1CCC2(CC2)CC1